trans-4-((3-(1-Cyclopropyl-1H-pyrazol-4-yl)phenyl)((trans-4-(4-methoxy-3-methylphenyl)cyclohexyl)methyl)carbamoyl)cyclohexyl oxetan-3-ylcarbamate O1CC(C1)NC(O[C@@H]1CC[C@H](CC1)C(N(C[C@@H]1CC[C@H](CC1)C1=CC(=C(C=C1)OC)C)C1=CC(=CC=C1)C=1C=NN(C1)C1CC1)=O)=O